CN(C1=CC=C(C=C1)C(C(F)(F)F)=O)C 1-(4-(Dimethylamino)phenyl)-2,2,2-trifluoroethane-1-one